BrC=1C=NN(C1C1=C(C#N)C(=CC(=C1F)Cl)N1C(CCC1)C)C 2-(4-bromo-1-methyl-1H-pyrazol-5-yl)-4-chloro-3-fluoro-6-(2-methylpyrrolidin-1-yl)benzonitrile